2,6-di-tert-butyl-4-(4-chlorobenzylidene)-2,5-cyclohexadien-1-one C(C)(C)(C)C=1C(C(=CC(C1)=CC1=CC=C(C=C1)Cl)C(C)(C)C)=O